C(C)(C)C1=CC=C(CSC=2N=CCN2)C=C1 2-((4-isopropylbenzyl)thio)-4H-Imidazole